FC1=C(C=C(C(=C1)OC)S(=O)(=O)N1CCC(C2=CC=CC=C12)C)N1C(C2=CC=CC=C2C1=O)=O 2-[2-fluoro-4-methoxy-5-(4-methyl-2,3-dihydroquinoline-1-sulfonyl)phenyl]isoindole-1,3-dione